C(C)OC(C(CCOC1=CC=C(C=C1)OC)(C)C)=O 4-(4-methoxyphenoxy)-2,2-dimethylbutyric acid ethyl ester